(3,3,3-trifluoropropyl)-1H-indazol-6-amine FC(CCN1N=CC2=CC=C(C=C12)N)(F)F